C1=C(C=C(C(=C1O)[O-])O)C(=O)OC2=CC(=CC(=C2O)O)C(=O)O digallate